CS(=O)(=NC1=CC=C(C=C1)CC1=NOC(=N1)C(F)(F)F)C1=CSC=C1 methyl(thiophen-3-yl)((4-((5-(trifluoromethyl)-1,2,4-oxadiazol-3-yl)methyl)phenyl)imino)-λ6-sulfanone